5-nitroisothiazole-3-carboxylic acid [N+](=O)([O-])C1=CC(=NS1)C(=O)O